N-benzylpyridinium chloride salt [Cl-].C(C1=CC=CC=C1)[N+]1=CC=CC=C1